(4-METHOXY-3-([METHYL(PENTAN-3-YL)AMINO]METHYL)PHENYL)BORANEDIOL COC1=C(C=C(C=C1)B(O)O)CN(C(CC)CC)C